N-((5-acetylthiophen-2-yl)methyl)-4-methyl-N-phenylpiperazine-1-carboxamide C(C)(=O)C1=CC=C(S1)CN(C(=O)N1CCN(CC1)C)C1=CC=CC=C1